3,6-bis(2-furyl)-9H-carbazole O1C(=CC=C1)C=1C=CC=2NC3=CC=C(C=C3C2C1)C=1OC=CC1